BrC=1C=CC=2N(C1)C(=CN2)C2=NC(=NC=C2OC)NC2CCC(CC2)N N'-(4-(6-Bromoimidazo[1,2-a]pyridin-3-yl)-5-methoxypyrimidin-2-yl)cyclohexane-1,4-diamine